CC1=C2C(C(=CN(C2=NC(=C1)N1CC(C1)C(NC1=NN(C=C1)C)=O)C=1SC=CN1)C(=O)O)=O 5-methyl-7-{3-[(1-methyl-1H-pyrazol-3-yl)carbamoyl]azetidin-1-yl}-4-oxo-1-(1,3-thiazol-2-yl)-1,4-dihydro-1,8-naphthyridine-3-carboxylic acid